tert-butyl ((1S,3S)-3-((2-carbonyl-2H-[1,3'-bipyridinyl]-6'-yl)amino)cyclopentyl)carbamate C(=O)=C1N(C=CC=C1)C=1C=NC(=CC1)N[C@@H]1C[C@H](CC1)NC(OC(C)(C)C)=O